FC1=C(C(=CC=C1)F)C1=NC=2N(C3=C(N1)C=NC(=C3)N3C[C@@H](O[C@H](C3)C)C)N=CC2F (2S,6S)-4-(5-(2,6-difluorophenyl)-3-fluoro-6H-pyrazolo[1,5-a]pyrido[3,4-f][1,3,5]triazepin-9-yl)-2,6-dimethylmorpholine